N-(4-cyanophenyl)-3,4-dihydropyrido[2,1-c][1,2,4]thiadiazine-9-carboxamide 2,2-dioxide C(#N)C1=CC=C(C=C1)NC(=O)C1=CC=CN2C1=NS(CC2)(=O)=O